O1C(=CC=C1)C1=CC=C(C=C1)CNC(=O)C1N(C(CN(C1)CC1=C(C=CC=C1)N1N=CN=C1)C)C(C(C)C)=O N-{[4-(furan-2-yl)phenyl]methyl}-6-methyl-1-(2-methylpropanoyl)-4-{[2-(1H-1,2,4-triazol-1-yl)phenyl]methyl}piperazine-2-carboxamide